methyl 3-[(dibenzylamino)methyl]bicyclo[1.1.1]pentane-1-carboxylate C(C1=CC=CC=C1)N(CC1=CC=CC=C1)CC12CC(C1)(C2)C(=O)OC